(2S,4R)-N-[(S)-(5-cyclopropyl-6-fluoropyridin-2-yl)(phenyl)methyl]-4-fluoro-1-[2-(6-oxo-1,6-dihydropyridin-3-yl)acetyl]pyrrolidine-2-carboxamide C1(CC1)C=1C=CC(=NC1F)[C@@H](NC(=O)[C@H]1N(C[C@@H](C1)F)C(CC1=CNC(C=C1)=O)=O)C1=CC=CC=C1